({5-[(1s,4s)-4-hydroxycyclohexyl]-1-(2-methylpropan-2-yl)pyrazol-3-yl}amino)-2,3-dihydro-1λ<6>-benzo[b]thiophene-1,1-dione OC1CCC(CC1)C1=CC(=NN1C(C)(C)C)NC1CC2=C(S1(=O)=O)C=CC=C2